[2-(2-aminophenyl)phenyl]quinoline NC1=C(C=CC=C1)C1=C(C=CC=C1)C1=NC2=CC=CC=C2C=C1